lithium triethoxysilylpropionate C(C)O[Si](OCC)(OCC)OC(CC)=O.[Li]